CC1(N(C(CCC1)(C)C)[C])C 2,2,6,6-Tetramethylpiperidinylcarbon